ClC=1N=C2C(=C(C=NC2=CC1)NC(=O)NC=1C=NC(=C(C1)F)OC)C(C)OC N-(6-chloro-4-(1-methoxyethyl)-1,5-naphthyridin-3-yl)-N'-(5-fluoro-6-methoxypyridin-3-yl)urea